2-(3-oxo-4-morpholinyl)nitrobenzene O=C1N(CCOC1)C1=C(C=CC=C1)[N+](=O)[O-]